CC1(CCC=C(C1)C(CCC=C)=O)C 1-(5,5-dimethyl-1-cyclohexene-1-yl)pent-4-en-1-one